NC1=NC=CC(=C1)C1=CC(=C(CNC(OC(C)(C)C)=O)C=C1)C tert-butyl 4-(2-aminopyridin-4-yl)-2-methylbenzylcarbamate